2-tert-butyl-6-(3'-t-butyl-5'-methyl-2'-hydroxybenzyl)-4-methylphenyl acrylate C(C=C)(=O)OC1=C(C=C(C=C1CC1=C(C(=CC(=C1)C)C(C)(C)C)O)C)C(C)(C)C